(2S)-N-((2S)-1-(((5-bromoisoquinolin-4-yl)(cyano)methyl)amino)-3-(1-fluorocyclopropyl)-1-oxopropan-2-yl)-3,3-dimethyl-2-(2,2,2-trifluoroacetamido)butanamide BrC1=C2C(=CN=CC2=CC=C1)C(C#N)NC([C@H](CC1(CC1)F)NC([C@H](C(C)(C)C)NC(C(F)(F)F)=O)=O)=O